ON1C(C2=C3C(=CC=C2CC1=O)C=CC=C3)=O 2-hydroxy-1H-benzisoquinoline-1,3(2H)-dione